7-((1-ethyl-1H-pyrazol-3-yl)methoxy)-6-(4-fluorophenyl)-[1,2,4]triazolo[4,3-a]pyridin-3(2H)-one C(C)N1N=C(C=C1)COC1=CC=2N(C=C1C1=CC=C(C=C1)F)C(NN2)=O